3-methoxy-4-(1,2,3,6-tetrahydro-pyridin-4-yl)-thiophene-2-carboxylic acid [4-(1,2,3,6-tetrahydro-pyridin-4-yl)-phenyl]-amide trifluoroacetate FC(C(=O)O)(F)F.N1CCC(=CC1)C1=CC=C(C=C1)NC(=O)C=1SC=C(C1OC)C=1CCNCC1